(R)-7-((2-bromo-4,5-bis(methoxycarbonyl)phenoxy)methyl)-1,4-dioxa-8-azaspiro[4.5]decane-8-sulfonic acid BrC1=C(OC[C@H]2CC3(OCCO3)CCN2S(=O)(=O)O)C=C(C(=C1)C(=O)OC)C(=O)OC